tert-butyl (3S,5R)-3-(((tert-butyldimethylsilyl)oxy)methyl)-5-((1-trityl-1H-pyrrolo[2,3-d]pyrimidin-4-yl)amino)piperidine-1-carboxylate [Si](C)(C)(C(C)(C)C)OC[C@@H]1CN(C[C@@H](C1)NC1=C2C(N(C=N1)C(C1=CC=CC=C1)(C1=CC=CC=C1)C1=CC=CC=C1)=NC=C2)C(=O)OC(C)(C)C